N-((1r,4r)-4-((5-(1-(2,2-difluoroethyl)-1H-benzo[d][1,2,3]triazol-6-yl)-4-methoxy-7H-pyrrolo[2,3-d]pyrimidin-2-yl)amino)cyclohexyl)acetamide FC(CN1N=NC2=C1C=C(C=C2)C2=CNC=1N=C(N=C(C12)OC)NC1CCC(CC1)NC(C)=O)F